4-bromo-6-fluoro-2-methyl-2,3-dihydrobenzofuran-7-carbonitrile BrC1=CC(=C(C2=C1CC(O2)C)C#N)F